ethyl 2-amino-6,6,6-trifluoro-hexanoate NC(C(=O)OCC)CCCC(F)(F)F